4-(4-(3-fluorobenzyl)-3,4-dihydro-2H-pyrido[4,3-b][1,4]thiazin-8-yl)benzonitrile FC=1C=C(CN2C3=C(SCC2)C(=CN=C3)C3=CC=C(C#N)C=C3)C=CC1